6-chloro-7-(5,7-dihydro-6H-pyrrolo[3,4-b]pyridin-6-yl)-1-(3-fluoro-4-hydroxyphenyl)-4-oxo-1,4-dihydro-quinoline-3-carboxylic acid ClC=1C=C2C(C(=CN(C2=CC1N1CC2=NC=CC=C2C1)C1=CC(=C(C=C1)O)F)C(=O)O)=O